C(C)C=1C=C2CC(CC2=CC1CC)NCC(O)C1=C2C=CC(NC2=C(C=C1)O)=O 5-[2-(5,6-diethyl-indan-2-ylamino)-1-hydroxy-ethyl]-8-hydroxy-1H-quinolin-2-one